(S)-2-(4-(6-((4-cyanobenzyl)oxy)pyridin-2-yl)-2-fluoro-5-methylbenzyl)-1-(4,4-dimethyltetrahydrofuran-3-yl)-1H-benzo[d]imidazole-6-carboxylic acid C(#N)C1=CC=C(COC2=CC=CC(=N2)C2=CC(=C(CC3=NC4=C(N3[C@@H]3COCC3(C)C)C=C(C=C4)C(=O)O)C=C2C)F)C=C1